4-morpholino-N-(pyridin-2-yl)pyrido[3',2':4,5]furo[3,2-d]pyrimidin-2-amine O1CCN(CC1)C=1C2=C(N=C(N1)NC1=NC=CC=C1)C1=C(O2)N=CC=C1